C(C)N1N=NC=C1C=1C=C(C=NC1)N1N=C(C=CC1=O)C(=O)O 1-[5-(3-Ethyltriazol-4-yl)-3-pyridyl]-6-oxo-pyridazine-3-carboxylic acid